2,2-difluorooct-7-en-1-yl triflate O(S(=O)(=O)C(F)(F)F)CC(CCCCC=C)(F)F